C(C)(C)(C)OC(=O)N1[C@@H](CC[C@@H](C1)O)C(=O)OC methyl (2S,5S)-1-(tert-butyloxycarbonyl)-5-hydroxy-piperidine-2-carboxylate